CC1(C(N(C2=CC=C(C=C12)C(=O)NC1(CCS(CC1)(=O)=O)C)C1=NC=NC(=C1)OCC(F)(F)F)=O)C 3,3-dimethyl-N-(4-methyl-1,1-dioxidotetrahydro-2H-thiopyran-4-yl)-2-oxo-1-(6-(2,2,2-trifluoroethoxy)pyrimidin-4-yl)indoline-5-carboxamide